BrC=1C=C(C(=NC1)CNC(OC(C)(C)C)=O)OCCOC tert-butyl ((5-bromo-3-(2-methoxyethoxy)pyridin-2-yl)methyl)carbamate